C(#C[2H])C=1C=CC=2[C@H]3CC[C@]4([C@H]([C@@H]3CCC2C1)CCC41OCCO1)C (8R,9S,13S,14S)-3-(ethynyl-d)-13-methyl-6,7,8,9,11,12,13,14,15,16-decahydrospiro[cyclopenta[a]phenanthrene-17,2'-[1,3]dioxolane]